C1=C(C=CC=2C3=CC=CC=C3C3(C12)C1=CC=CC=C1C=1C=CC=CC13)N(C1=CC=C(C=C1)C1=CC=C(C=C1)N(C1=CC=CC=C1)C1=CC=3C2(C4=CC=CC=C4C3C=C1)C1=CC=CC=C1C=1C=CC=CC12)C1=CC=CC=C1 N,N'-bis(9,9'-spirobi[9H-fluoren]-2-yl)-N,N'-Diphenyl-4,4'-diaminobiphenyl